5-chloro-N2-(5-(4-methylpiperazin-1-yl)pyridin-2-yl)-N4-phenethyl-pyrimidine-2,4-diamine ClC=1C(=NC(=NC1)NC1=NC=C(C=C1)N1CCN(CC1)C)NCCC1=CC=CC=C1